FC1=C(C=C(C=C1)NC(C=C)=O)NC1=NC(=NC=C1C=1C=NC(=C(C1)F)C(F)(F)F)NC=1C=NN(C1)C N-(4-fluoro-3-((5-(5-fluoro-6-(trifluoromethyl)pyridin-3-yl)-2-((1-methyl-1H-pyrazol-4-yl)amino)pyrimidin-4-yl)amino)phenyl)acrylamide